(R)-N-(1-cyanocyclopropyl)-3-(5-(difluoromethyl)-1,3,4-thiadiazol-2-yl)-8-(3-isopropyl-4-(1-methylcyclopropane-1-carbonyl)piperazin-1-yl)imidazo[1,5-a]pyridine-6-sulfonamide C(#N)C1(CC1)NS(=O)(=O)C=1C=C(C=2N(C1)C(=NC2)C=2SC(=NN2)C(F)F)N2C[C@H](N(CC2)C(=O)C2(CC2)C)C(C)C